3,3-bis[4-(3,4-dicarboxyphenoxy)phenyl]propane C(=O)(O)C=1C=C(OC2=CC=C(C=C2)C(CC)C2=CC=C(C=C2)OC2=CC(=C(C=C2)C(=O)O)C(=O)O)C=CC1C(=O)O